trans-N-{4-[2-[4-(2,3-dichlorophenyl)-piperazine-1-yl]-ethyl]-cyclohexyl}-N',N'-dimethylurea chloride salt [Cl-].ClC1=C(C=CC=C1Cl)N1CCN(CC1)CC[C@@H]1CC[C@H](CC1)NC(=O)N(C)C